OC1CC([C@]2(C)[C@@H]1[C@@H]1CCC3=CC(CC[C@]3(CO)[C@H]1CC2)=O)O 15,17,19-trihydroxyandrost-4-ene-3-one